CC1=CC(=CC(=C1)N=C=O)N=C=O 1-methyl-3,5-phenylene diisocyanate